Cl.S1C=CC2=C1C=CC(=C2)CC(C)NCC 1-(benzothien-5-yl)-N-ethylpropan-2-amine hydrochloride